N-methyl-4-octyl-N-octadecylanilinium [tetrakis(perfluorophenyl)borate] FC1=C(C(=C(C(=C1F)F)F)F)[B-](C1=C(C(=C(C(=C1F)F)F)F)F)(C1=C(C(=C(C(=C1F)F)F)F)F)C1=C(C(=C(C(=C1F)F)F)F)F.C[NH+](C1=CC=C(C=C1)CCCCCCCC)CCCCCCCCCCCCCCCCCC